4-((4-(4-nitrobenzyl)piperazin-1-yl)methyl)piperidine-1-carboxylic acid tert-butyl ester C(C)(C)(C)OC(=O)N1CCC(CC1)CN1CCN(CC1)CC1=CC=C(C=C1)[N+](=O)[O-]